tert-butyl (2R,3S)-8-bromo-2,5-dimethyl-4-oxo-2,3,4,5-tetrahydro-pyrido[3,2-b][1,4]oxazepin-3-ylcarbamate BrC1=CC=2O[C@@H]([C@@H](C(N(C2N=C1)C)=O)NC(OC(C)(C)C)=O)C